3-{[5-amino-6-fluoro-7-(8-methyl-2,3-dihydro-1H-pyrido[2,3-b][1,4]oxazin-7-yl)quinazolin-2-yl]amino}-N-methylbenzene-1-sulfonamide NC1=C2C=NC(=NC2=CC(=C1F)C1=C(C2=C(OCCN2)N=C1)C)NC=1C=C(C=CC1)S(=O)(=O)NC